C(=O)(OC(C)(C)C)C1C2C3C4C=CC(C3C(C1)C2)C4 8-Boc-tetracyclo[4.4.0.12,5.17,10]-3-dodecene